C(CCCCCCC)(=O)C[N-]C n-octanoyl-N,N-dimethylamide